4-fluorospiro[indoline-3,4'-piperidine] FC1=C2C(=CC=C1)NCC21CCNCC1